C1(=CC=CC=C1)C=1C=C2C=NN(C2=C(C1)C(=O)N[C@@H](C)C1=CC=C(C(=O)O)C=C1)CC1=CC(=CC=C1)C(F)(F)F (S)-4-(1-(5-phenyl-1-(3-(trifluoromethyl)benzyl)-1H-indazol-7-amido)ethyl)benzoic acid